ClC=1C(=C(C=CC1)NC(=O)C1=CC(=CC=2NC(=NC21)NCCOC(C)C)NC(=O)C2=C(C=CC=C2)C(F)(F)F)C N-(3-chloro-2-methylphenyl)-2-{[2-(propan-2-yloxy)ethyl]amino}-6-({[2-(trifluoromethyl)phenyl]carbonyl}amino)-1H-benzimidazole-4-carboxamide